3-amino-6-(4-(4-(4-((2-(2,6-dioxopiperidin-3-yl)-1,3-dioxoisoindolin-4-yl)amino)-4-oxobutyl)piperazine-1-carbonyl)phenyl)-N-phenylpyrazine-2-carboxamide NC=1C(=NC(=CN1)C1=CC=C(C=C1)C(=O)N1CCN(CC1)CCCC(=O)NC1=C2C(N(C(C2=CC=C1)=O)C1C(NC(CC1)=O)=O)=O)C(=O)NC1=CC=CC=C1